C(C1=CC=CC=C1)OC(=O)C(CC)CCC Hexane-3-carboxylic acid benzyl ester